BrC1=CC=CC2=CC=CC(=C12)C1=CC=CC=C1 1-bromo-8-phenylnaphthalene